silver phenylacetylene C1(=CC=CC=C1)C#C.[Ag]